CC1(COC2=C(N=CC=C21)C(=O)NC=2C=NC(=C(C2)C=2C=NC1=CC(=NC=C1C2)NC)C)C 3,3-dimethyl-N-(6-methyl-5-(7-(methylamino)-1,6-naphthyridin-3-yl)pyridin-3-yl)-2,3-dihydrofuro[2,3-c]pyridine-7-carboxamide